6-{7-Fluoroimidazo[1,2-a]pyridin-3-yl}-N-{[4-(1-methyl-1H-pyrazol-4-yl)phenyl]methyl}pyrimidin-4-amine FC1=CC=2N(C=C1)C(=CN2)C2=CC(=NC=N2)NCC2=CC=C(C=C2)C=2C=NN(C2)C